OCC1=CC=C(C=O)O1 5-(Hydroxymethyl)-furfural